bromine theophylline N1(C)C(=O)N(C)C=2N=CNC2C1=O.[Br]